ClC=1C=C(OC2=CC(=C(C=C2)C2N(C(C=3NN=C(C32)C3=CC=CC=2NC(OC23)=O)=O)CC(C)(F)F)C)C=CC1OC(F)(F)F 7-[4-{4-[3-Chloro-4-(trifluoromethoxy)phenoxy]-2-methylphenyl}-5-(2,2-difluoropropyl)-6-oxo-1,4,5,6-tetrahydropyrrolo[3,4-c]pyrazol-3-yl]-1,3-benzoxazol-2(3H)-one